diiso-propyl-triethanolamine C(C)(C)C(N(CCO)CCO)(CO)C(C)C